9-[3-(dibenzothiophene-2-yl)phenyl]-9H-carbazole C1=C(C=CC=2SC3=C(C21)C=CC=C3)C=3C=C(C=CC3)N3C2=CC=CC=C2C=2C=CC=CC32